FC1=C2CCNCC2=C(C=C1)OC 5-fluoro-8-methoxy-1,2,3,4-tetrahydroisoquinoline